C(C)ONC(=O)NCC1=CC=C(C=C1)C1=NOC(=N1)C(F)(F)F 1-ethoxy-3-[[4-[5-(trifluoromethyl)-1,2,4-oxadiazol-3-yl]phenyl]methyl]urea